CCCCCCC(C)C(C(=O)SCCNC(=O)CCNC(=O)[C@@H](C(C)(C)COP(=O)([O-])OP(=O)([O-])OC[C@@H]1[C@H]([C@H]([C@@H](O1)N2C=NC3=C(N=CN=C32)N)O)OP(=O)([O-])[O-])O)O The molecule is a medium chain fatty acyl-CoA(4-) arising from deprotonation of the phosphate and diphosphate functions of 2-hydroxy-3-methylnonanoyl-CoA; major species at pH 7.3. It derives from a 3-methylnonanoyl-CoA(4-). It is a conjugate base of a 2-hydroxy-3-methylnonanoyl-CoA.